[Br-].C[P+](C1=CC=CC=C1)(C1=CC=CC=C1)C1=CC=CC=C1 Methyltri-phenylphosphonium bromid